[2,3'-bipyridin]-5-ylmethylamine N1=C(C=CC(=C1)CN)C=1C=NC=CC1